2-Aminoethylpiperazine NCCN1CCNCC1